methyl (7S)-2-benzyl-7-methyl-3-{[(3S)-piperidin-3-yl]methyl}-3H,6H,7H,8H,9H-imidazo[4,5-f]quinoline-6-carboxylate C(C1=CC=CC=C1)C=1N(C=2C(=C3CC[C@@H](N(C3=CC2)C(=O)OC)C)N1)C[C@@H]1CNCCC1